1-[1-(trifluoromethyl)cyclopropyl]methanamine FC(C1(CC1)CN)(F)F